CCCCCCCCCCCCCCCCCCCCC(=O)O[C@H](COC(=O)CCCCCCCCC/C=C\C/C=C\CCCCC)COP(=O)([O-])OCC[N+](C)(C)C 1-(11Z,14Z-eicosadienoyl)-2-heneicosanoyl-glycero-3-phosphocholine